NC1(CC(=CC=C1)C1=CC=C(C=C1)C1=CC=CC=C1)N 3,3-diamino-p-terphenyl